OC1=C(C=O)C=C(C=C1)CN1CCN(CC1)C1=C(C=C(C=C1)C1=NC(=NO1)C1=CC=CC2=CC=CC=C12)[N+](=O)[O-] hydroxy-5-((4-(4-(3-(naphthalen-1-yl)-1,2,4-oxadiazol-5-yl)-2-nitrophenyl)piperazin-1-yl)methyl)benzaldehyde